ClC1=NC=NC=2SCC(N(C21)C)=O 4-chloro-5-methyl-5H,6H,7H-pyrimido[4,5-b][1,4]thiazin-6-one